ClC1=CC=C(CNC(=O)C2=NN(C=3C(N(CCC32)CC3(CC3)S(=O)(=O)C(CO)(C)C)=O)C)C=C1 N-(4-chlorobenzyl)-6-((1-((1-hydroxy-2-methylpropan-2-yl)sulfonyl)cyclopropyl)methyl)-1-methyl-7-oxo-4,5,6,7-tetrahydro-1H-pyrazolo[3,4-c]pyridine-3-carboxamide